tert-butyl (6-bromo-2-chloropyrrolo[2,1-f][1,2,4]triazin-4-yl)(isoxazol-3-ylmethyl)carbamate BrC=1C=C2C(=NC(=NN2C1)Cl)N(C(OC(C)(C)C)=O)CC1=NOC=C1